C(CCCCCCCCC\C=C/CCCC)CC(=O)[O-] (Z)-hexadec-11-en-1-ylacetate